2-(piperazin-1-yl)-4-(quinolin-3-yl)quinazoline N1(CCNCC1)C1=NC2=CC=CC=C2C(=N1)C=1C=NC2=CC=CC=C2C1